(E)-11-(2-methylcyclopropyl)undec-10-enoic acid CC1C(C1)/C=C/CCCCCCCCC(=O)O